P(=O)(OC(CCCl)Cl)(OC(CCCl)Cl)OC(CCCl)Cl tri(1,3-dichloropropyl) phosphate